4-((3,4-difluorophenyl)(hydroxy)methyl)benzonitrile FC=1C=C(C=CC1F)C(C1=CC=C(C#N)C=C1)O